phosphoryl-aminopropionic acid (2S)-2-propylpentyl ester C(CC)C(COC(C(C#P=O)N)=O)CCC